5-(6-(4-(2-isopropoxyethyl)piperazin-1-yl)pyridin-3-yl)-7-(1-methyl-1H-pyrazol-4-yl)imidazo[1,2-a]pyridine-3-carbonitrile C(C)(C)OCCN1CCN(CC1)C1=CC=C(C=N1)C1=CC(=CC=2N1C(=CN2)C#N)C=2C=NN(C2)C